S1C(=NC2=C1C=CC=C2)NC(=O)C=2C=CC(=C1CCNCC21)OCC2=CC=CC=C2 N-(1,3-benzothiazol-2-yl)-5-benzyloxy-1,2,3,4-tetrahydroisoquinoline-8-carboxamide